(4S)-4-amino-1-methyl-pyrrolidin-2-one N[C@H]1CC(N(C1)C)=O